1-(4-(benzylamino)-2-chloropyrrolo[2,1-f][1,2,4]triazin-7-yl)ethan-1-one C(C1=CC=CC=C1)NC1=NC(=NN2C1=CC=C2C(C)=O)Cl